C1(CC1)C1=C(C=CC=C1)C=1N=C(C2=C(N1)C=CO2)NCC2=CC=C(C=C2)C=2N(C=C(N2)C(F)(F)F)C 2-(2-Cyclopropylphenyl)-N-(4-(1-methyl-4-(trifluoromethyl)-1H-imidazol-2-yl)benzyl)furo[3,2-d]pyrimidin-4-amine